2-methylidenepropane C=C(C)C